O[C@H]1CC[C@H](CC1)N1N=CC(=C1)C(=O)OCC ethyl 1-((cis)-4-hydroxycyclohexyl)-1H-pyrazole-4-carboxylate